C(C)C(CN1C(C2=C(N(C(C2=C1C=1SC=CC1)=O)CC(CCCC)CC)C=1SC=CC1)=O)CCCC 2,5-bis(2-ethylhexyl)-3,6-di(thiophen-2-yl)pyrrolo[3,4-c]pyrrole-1,4(2H,5H)-dione